ClC1=NC(=C(C=C1C#N)Cl)NC1=CC2=C(N(C(N2CCC(C)(C)O)=O)CC2COC2)C=C1 2,5-Dichloro-6-[[3-(3-hydroxy-3-methyl-butyl)-1-(oxetan-3-ylmethyl)-2-oxo-benzoimidazol-5-yl]amino]pyridine-3-carbonitrile